4-(4-butyl-phenyl-azo)phenol C(CCC)C1=CC=C(C=C1)N=NC1=CC=C(C=C1)O